C(C)OC(=O)C1C(C(N(CC1)C1=CC=C(C=C1)N1C(CCCC1)=O)=O)=O 1-(4-(2-oxopiperidin-1-yl)-phenyl)piperidine-2,3-dione-4-carboxylic acid ethyl ester